bis(3-aminopropyl) diselenide dihydrochloride Cl.Cl.NCCC[Se][Se]CCCN